C(C)(=O)C=1C(NC(NC1C)=O)C1=CC=C(C=C1)Br 5-acetyl-6-methyl-4-(4'-bromophenyl)-3,4-dihydropyrimidin-2-one